(1S,3S,5S)-2-(t-butoxycarbonyl)-2-azabicyclo[3.1.0]hexane-3-carboxylic acid C(C)(C)(C)OC(=O)N1[C@H]2C[C@H]2C[C@H]1C(=O)O